C(C)C(C(CO)O)CCC 3-ethyl-1,2-hexanediol